[7-fluoro-3-oxo-4-(prop-2-yn-1-yl)-3,4-dihydro-2H-1,4-benzoxazin-6-yl]-3-propyl-2-thioxoimidazolidin-4,5-dione FC1=CC2=C(N(C(CO2)=O)CC#C)C=C1N1C(N(C(C1=O)=O)CCC)=S